2-[4-(2-methylpyrazol-3-yl)pyrrolo[3,2-c]pyridin-1-yl]-N-(5-pyrazin-2-yl-2-pyridyl)acetamide CN1N=CC=C1C1=NC=CC2=C1C=CN2CC(=O)NC2=NC=C(C=C2)C2=NC=CN=C2